1-(2-Ethyl-6-oxa-2-azaspiro[3.4]octan-7-yl)-N-((1,2,3,5,6,7-hexahydro-s-indacen-4-yl)carbamoyl)methanesulfonamide, potassium salt [K].C(C)N1CC2(C1)COC(C2)CS(=O)(=O)NC(NC2=C1CCCC1=CC=1CCCC21)=O